O[C@H]1[C@H](O)[C@@H](O)[C@H](O)[C@H](O1)CO[C@H]1[C@H](O)[C@H](O)[C@@H](O)[C@@H](O1)C D-rutinose